C(C)OC([C@H](NCC1=CC(=C(C=C1)NC1=NSC2=C1C=CC=C2C2=CC1=C(OCCO1)C=C2)Cl)CO)=O (3-chloro-4-((7-(2,3-dihydrobenzo[b][1,4]dioxin-6-yl)benzo[D]isothiazol-3-yl)amino)benzyl)-D-serine ethyl ester